1-[5-tert-butyl-2-p-tolyl-2H-pyrazol-3-yl]-3-[4-(3-(tetrahydropyridin-2-yl-oxy)propyl)naphthalen-1-yl]-urea C(C)(C)(C)C=1C=C(N(N1)C1=CC=C(C=C1)C)NC(=O)NC1=CC=C(C2=CC=CC=C12)CCCOC1NC=CCC1